1-((2R,3R,4R,5R)-5-((bis(4-methoxyphenyl)(phenyl)methoxy)methyl)-3-(ethylthio)-4-hydroxytetrahydrofuran-2-yl)pyrimidine-2,4(1H,3H)-dione COC1=CC=C(C=C1)C(OC[C@@H]1[C@H]([C@H]([C@@H](O1)N1C(NC(C=C1)=O)=O)SCC)O)(C1=CC=CC=C1)C1=CC=C(C=C1)OC